O=C(C(C)N1CCN(CC1)C(=O)OC(C)(C)C)NC1=CC=C(C=C1)S(=O)(=O)N1CCCCC1 tert-butyl 4-(1-oxo-1-((4-(piperidin-1-ylsulfonyl)phenyl)amino)propan-2-yl)piperazine-1-carboxylate